OCCC=1C(NC(=NC1C)N)=O 5-(2-hydroxyethyl)-6-methyl-isocytosine